tert-butyl 4,4-difluoro-3-(4-oxo-1,3,4,5-tetrahydrofuro[3,4-c]pyridin-7-yl)piperidine-1-carboxylate FC1(C(CN(CC1)C(=O)OC(C)(C)C)C=1C2=C(C(NC1)=O)COC2)F